(rac)-trans-(R)-1-phenylethyl 3-azido-1-((3-((tert-butoxycarbonyl)amino)azetidin-1-yl)sulfonyl)-4-(3-(4,4,5,5-tetramethyl-1,3,2-dioxaborolan-2-yl)propyl)pyrrolidine-3-carboxylate N(=[N+]=[N-])[C@@]1(CN(C[C@H]1CCCB1OC(C(O1)(C)C)(C)C)S(=O)(=O)N1CC(C1)NC(=O)OC(C)(C)C)C(=O)O[C@H](C)C1=CC=CC=C1 |r|